N-(benzo[d][1,3]dioxol-5-yl)-2-(2-bromoacetamido)-N-methyl-3-phenylpropanamide O1COC2=C1C=CC(=C2)N(C(C(CC2=CC=CC=C2)NC(CBr)=O)=O)C